(3-methacryloxy-2-hydroxypropoxy)propyl-bis(trimethylsiloxy)silane T-Butylperoxyneodecanoate C(C)(C)(C)OOC(CCCCCC(C)(C)C)=O.C(C(=C)C)(=O)OCC(COCCC[SiH](O[Si](C)(C)C)O[Si](C)(C)C)O